C(C)OC=1C(=C(N(N1)C)O)C=1C=C2C(=CN1)N(N=C2C=C)C2OCCCC2 5-ethoxy-2-methyl-4-(1-tetrahydropyran-2-yl-3-vinyl-pyrazolo[3,4-c]pyridin-5-yl)pyrazol-3-ol